Trifluoro-propylene carbonate C1(OCC(C(F)(F)F)O1)=O